C(C)(C)(C)OC(=O)C1CN(CC1)CC=1C=C(C2=C(N=C(O2)C=2C(=C(C=CC2)C2=C(C(=CC=C2)COC2=NC=C(N=C2C)C=O)Cl)C)C1)Cl 1-((7-chloro-2-(2'-chloro-3'-((5-formyl-3-methylpyrazin-2-yloxy)methyl)-2-methylbiphenyl-3-yl)benzo[d]oxazol-5-yl)methyl)pyrrolidine-3-carboxylic acid tert-butyl ester